4-(cyclopropanecarbonylamino)-2-(3,5-dimethylpiperidin-1-yl)benzoic acid methyl ester COC(C1=C(C=C(C=C1)NC(=O)C1CC1)N1CC(CC(C1)C)C)=O